4-(3-cyanophenyl)-1H-benzo[H]quinazolin-2-one C(#N)C=1C=C(C=CC1)C1=NC(NC2=C3C(=CC=C12)C=CC=C3)=O